C(C1=CC=CC=C1)OC(=O)NC1(COC1)C1=CC(=C(CN2N=C(C=3N=C(N=C(C32)N[C@H](CCO[Si](C3=CC=CC=C3)(C3=CC=CC=C3)C(C)(C)C)CCC)NC(OC)=O)Br)C=C1)OC Methyl (S)-(1-(4-(3-(((benzyloxy)carbonyl)amino)oxetan-3-yl)-2-methoxy-benzyl)-3-bromo-7-((1-((tert-butyldiphenylsilyl)oxy)hexan-3-yl)amino)-1H-pyrazolo[4,3-d]pyrimidin-5-yl)carbamate